1-hydroxy-1-ethyl acetate C(C)(=O)OC(C)O